ClC=1C=CC(=C(C1)C(CC(=O)[O-])N1CCN(CC1)C(C)C)F 3-(5-chloro-2-fluorophenyl)-3-(4-isopropylpiperazin-1-yl)propanoate